5-chloro-8-((4-fluoro-1-((1r,3r)-3-fluorocyclobutyl)-1H-indol-6-yl)sulfonyl)-3-hydroxyquinazoline-2,4(1H,3H)-dione ClC1=C2C(N(C(NC2=C(C=C1)S(=O)(=O)C1=CC(=C2C=CN(C2=C1)C1CC(C1)F)F)=O)O)=O